ClC1=NC=C(C(=N1)O)Cl 2,5-dichloropyrimidin-4-ol